5-(5-((1R,5S,6r)-6-(1H-1,2,3-triazol-5-yl)-3-azabicyclo[3.1.0]hexan-3-yl)-1,3,4-oxadiazol-2-yl)-N-benzylpyrimidin-2-amine N1N=NC=C1C1[C@H]2CN(C[C@@H]12)C1=NN=C(O1)C=1C=NC(=NC1)NCC1=CC=CC=C1